3-methoxy-N-(2-methoxyethyl)-4-[(3-{4-[(1-methylpiperidin-4-yl)amino]-1-(2,2,2-trifluoroethyl)-1H-indol-2-yl}prop-2-yn-1-yl)amino]benzamide COC=1C=C(C(=O)NCCOC)C=CC1NCC#CC=1N(C2=CC=CC(=C2C1)NC1CCN(CC1)C)CC(F)(F)F